N-((1S,3S)-3-(1,4-oxazepan-4-yl)cyclohexyl)-4-fluoro-7-methyl-1H-indole O1CCN(CCC1)[C@@H]1C[C@H](CCC1)N1C=CC2=C(C=CC(=C12)C)F